CC1(C(CC(C1)=O)=O)C 1,1-dimethyl-cyclopentan-2,4-dione